ClC1=CC=C(C=2N1C(=CN2)C)C2=CC(=NC=C2)C(F)F 5-chloro-8-(2-(difluoromethyl)pyridin-4-yl)-3-methylimidazo[1,2-a]pyridine